FC(S(=O)(=O)[O-])(F)F.[K+] potassium trifluoro-methanesulfonate